(R)-6-(2-hydroxypropan-2-yl)-2-(3-(1-(4-methyl-4H-1,2,4-triazol-3-yl)propan-2-yl)phenyl)-4-(trifluoromethyl)isoindolin-1-one OC(C)(C)C1=CC(=C2CN(C(C2=C1)=O)C1=CC(=CC=C1)[C@@H](CC1=NN=CN1C)C)C(F)(F)F